BrC=1C2=C(C(N(C1)C)=O)N(C(=C2C(=O)NN)C)COCC[Si](C)(C)C 4-bromo-2,6-dimethyl-7-oxo-1-((2-(trimethylsilyl)ethoxy)methyl)-6,7-dihydro-1H-pyrrolo[2,3-c]pyridine-3-carbohydrazide